BrC=1C(=C(C(=O)O)C(=CC1)F)F 3-Bromo-2,6-difluorobenzoic acid